BrC=1C=C(C=CC1)N1COC(=N1)C(F)F 3-(3-bromophenyl)-5-(difluoromethyl)-1,3,4-oxadiazole